6-bromo-2,3,4-trifluoro-benzenepentanoic acid Tert-butyl-3-oxo-3H-spiro[benzofuran-2,4'-piperidine]-1'-carboxylate C(C)(C)(C)OC(=O)N1CCC2(CC1)OC1=C(C2=O)C=CC=C1.BrC1=CC(=C(C(=C1CCCCC(=O)O)F)F)F